propane-ol C(CC)O